FC1=C(C=CC=C1B1OC(C(O1)(C)C)(C)C)NC(=O)[C@H]1N(CCCCC1)C(=O)OC(C)(C)C tert-butyl (S)-2-((2-fluoro-3-(4,4,5,5-tetramethyl-1,3,2-dioxaborolan-2-yl)phenyl)carbamoyl)azepane-1-carboxylate